N-[2-(2-aminoethoxy)ethyl]-4-[[3-[1-cyclobutyl-3-(trifluoromethyl)pyrazol-4-yl]imidazo[1,2-a]pyrazin-8-yl]amino]-2-ethylbenzamide NCCOCCNC(C1=C(C=C(C=C1)NC=1C=2N(C=CN1)C(=CN2)C=2C(=NN(C2)C2CCC2)C(F)(F)F)CC)=O